(R)-3-iodocyclopent-2-en-1-ol IC1=C[C@@H](CC1)O